C12CNCC(CC1)N2C=2SC=1CN(CCC1N2)C(=O)C2=CC=CC=1CCOC12 (2-(3,8-diazabicyclo[3.2.1]octan-8-yl)-6,7-dihydrothiazolo[5,4-c]pyridin-5(4H)-yl)(2,3-dihydrobenzofuran-7-yl)methanone